C(C)(C)(C)C1(SC(C(C1C)(C(=O)O)C)NC(C(CC)C1=CC(=CC(=C1)F)F)=O)C(=O)O.FC=1C=C(C=C(C1)F)C(C(=O)NC=1SC(=C(C1C(=O)OC)C)C(N)=O)CC Methyl 2-(2-(3,5-difluorophenyl)butanamido)-5-carbamoyl-4-methylthiophene-3-carboxylate 2-tert-butyl-4-methyl-5-(2-(3,5-difluorophenyl)butanamido)-3-methylthiophene-2,4-dicarboxylate